NCCCCCCCC(=O)NC1=C(C(=C(C=C1)NCC1=CC=C(C=C1)C(F)(F)F)F)N 8-amino-N-(2-amino-3-fluoro-4-((4-(trifluoromethyl)benzyl)amino)phenyl)octanamide